CN1CCN(CC1)C=1OC(=CN1)NC1=NC=C(C(=N1)NCCCN1CCOCCC1=O)C(F)(F)F 4-(3-((2-((2-(4-methylpiperazin-1-yl)oxazol-5-yl)amino)-5-(trifluoromethyl)pyrimidin-4-yl)amino)propyl)-1,4-oxazepan-5-one